C(C)(C)(C)OC(=O)N1C[C@@H](N(CC1)C(C1=C(C=C(C(=C1)F)Br)F)=O)CO (3R)-4-(4-bromo-2,5-difluorobenzoyl)-3-(hydroxymethyl)piperazine-1-carboxylic acid tert-butyl ester